(1R,3s,5S)-tert-butyl 3-(3-(2-hydroxy-4-(1-methyl-1H-pyrazol-4-yl)phenyl)pyrido[2,3-c]pyridazin-8(7H)-yl)-8-azabicyclo[3.2.1]octane-8-carboxylate OC1=C(C=CC(=C1)C=1C=NN(C1)C)C1=CC2=C(N=N1)N(CC=C2)C2C[C@H]1CC[C@@H](C2)N1C(=O)OC(C)(C)C